N-[(3,5-Difluoropyridin-2-yl)methyl]-2-(3-ethyl-[1,4'-bipiperidine]-1'-yl)-1,3-thiazole-5-carboxamide FC=1C(=NC=C(C1)F)CNC(=O)C1=CN=C(S1)N1CCC(CC1)N1CC(CCC1)CC